2-((4-(2-(4-Methylpiperazin-1-yl)thiazol-4-yl)benzyl)(neopentyl)amino)pyrimidine-4-carbonitrile CN1CCN(CC1)C=1SC=C(N1)C1=CC=C(CN(C2=NC=CC(=N2)C#N)CC(C)(C)C)C=C1